CC=1SC(=CC1CCC1(CN(CC1)C1(CC1)C=1C=CC(=NC1)C)COCC)C 5-(1-(3-(2-(2,5-dimethylthiophen-3-yl)ethyl)-3-(ethoxy-methyl)pyrrolidin-1-yl)cyclopropyl)-2-methylpyridine